2-(3-((S)-5-amino-1-carboxypentyl)ureido)glutaric acid NCCCC[C@@H](C(=O)O)NC(NC(C(=O)O)CCC(=O)O)=O